CC1=C(C=NC=2OCCNC21)NC2=C(C(NC=C2)=O)C(=O)NC2=CC=C(C=C2)N2CC1N(CC2)C(N(C1)C)=O 4-((8-methyl-2,3-dihydro-1H-pyrido[2,3-b][1,4]oxazin-7-yl)amino)-N-(4-(2-methyl-3-oxohexahydroimidazo[1,5-a]pyrazin-7(1H)-yl)phenyl)-2-oxo-1,2-dihydropyridine-3-carboxamide